C(C)(C)(C)OC(=O)N1C[C@H](N(CC1)C=1C=CC(=NC1C(N[C@H]1CN(CC1)C)=O)C=1C(=NC=CC1)OCC)CC (3R)-4-(2'-ethoxy-6-{[(3R)-1-methylpyrrolidin-3-yl]carbamoyl}-[2,3'-bipyridyl]-5-yl)-3-ethylpiperazine-1-carboxylic acid tert-butyl ester